N-((1r,4r)-4-(4-acetylpiperazin-1-yl)cyclohexyl)-3-methyl-1-neopentyl-1H-thieno[2,3-c]pyrazole-5-carboxamide, Trifluoroacetate salt FC(C(=O)O)(F)F.C(C)(=O)N1CCN(CC1)C1CCC(CC1)NC(=O)C1=CC2=C(N(N=C2C)CC(C)(C)C)S1